C(CCCCCCCCCCCCCCCCC)OC(CCC1=CC(=C(C(=C1)C(C)(C)C)O)C(C)(C)C)=O Octadecyl-3-[3,5-di-tert-butyl-4-hydroxyphenyl]propionat